BrC1=C(N=NC(=C1)Cl)C=1C(=NC(=CC1)OCC)C(=O)N (4-bromo-6-chloropyridazin-3-yl)-6-ethoxypyridinecarboxamide